benzyl 3-(((4-((tert-butoxycarbonyl)amino)cyclohexyl)methyl)carbamoyl)-4-phenylpiperazine-1-carboxylate C(C)(C)(C)OC(=O)NC1CCC(CC1)CNC(=O)C1CN(CCN1C1=CC=CC=C1)C(=O)OCC1=CC=CC=C1